3-amino-2-fluorobenzoyl fluoride NC=1C(=C(C(=O)F)C=CC1)F